tert-Butyl (S)-2-((S)-2-(4-aminobutanamido)-3-(1-methyl-1H-indol-3-yl)propanamido)-6-diazo-5-oxohexanoate NCCCC(=O)N[C@H](C(=O)N[C@H](C(=O)OC(C)(C)C)CCC(C=[N+]=[N-])=O)CC1=CN(C2=CC=CC=C12)C